(5RS,7RS)-7-Methyl-3-oxo-2-{[6-(trifluoromethyl)pyridin-3-yl]methyl}-2,3,5,6,7,8-hexahydro[1,2,4]triazolo[4,3-a]pyridine-5-carboxylic acid C[C@H]1CC=2N([C@H](C1)C(=O)O)C(N(N2)CC=2C=NC(=CC2)C(F)(F)F)=O |r|